(1-((1s,4s)-4-(azetidin-1-yl)cyclohexyl)-1H-pyrazol-4-yl)-8-chloro-7-((2-methyl-1H-benzo[d]imidazol-6-yl)oxy)quinoxaline N1(CCC1)C1CCC(CC1)N1N=CC(=C1)C1=NC2=C(C(=CC=C2N=C1)OC=1C=CC2=C(NC(=N2)C)C1)Cl